C(CCCCC)OC1=CC2=CC=C3C=C(C=C4C=CC(=C1)C2=C43)OCCCCCC 2,7-bis(hexyloxy)pyrene